2-bromo-1-methyl-4-(trifluoromethyl)-1H-imidazole BrC=1N(C=C(N1)C(F)(F)F)C